1-(2-(1-Acetylpiperidin-4-yl)-1H-indol-6-yl)dihydropyrimidine-2,4(1H,3H)-dione C(C)(=O)N1CCC(CC1)C=1NC2=CC(=CC=C2C1)N1C(NC(CC1)=O)=O